OC1=C(C=CC=C1)C=1C=C2N3CCN(C[C@@H]3CNC2=NN1)C1=NC=C(C=N1)C1CCN(CC1)C1CN(CCC1)C(=O)OC(C)(C)C tert-butyl 3-[4-[2-[(10S)-4-(2-hydroxyphenyl)-1,5,6,8,12-pentazatricyclo[8.4.0.02,7]tetradeca-2,4,6-trien-12-yl]pyrimidin-5-yl]-1-piperidyl]piperidine-1-carboxylate